N,N'-di-t-butoxycarbonyl-N'-(4-ethynylphenyl)guanidine C(C)(C)(C)OC(=O)NC(=N)N(C1=CC=C(C=C1)C#C)C(=O)OC(C)(C)C